FC(C1=NN(C=C1NC(=O)C=1C=NN2C1N=C(C=C2)N2CCOCC2)C2CCC(CC2)CO)F N-[3-(Difluoromethyl)-1-[4-(hydroxymethyl)cyclohexyl]pyrazol-4-yl]-5-morpholino-pyrazolo[1,5-a]pyrimidine-3-carboxamide